CC(C=O)CC1=CC2=C(C=C1)OCO2 2-methyl-3-(3,4-methylenedioxy-phenyl)-propanal